ClC=1C(=C(C=CC1)N1C=CC2=C3C1=NC=NC3=CC=C2N)F 4-(3-chloro-2-fluorophenyl)-4H-pyrido[2,3,4-de]Quinazoline-7-amine